FC(C1=NN=C(S1)N1C=NC2=C1C=C(C=C2N2C[C@H](O[C@@H](C2)C)CO)S(=O)(=O)NC2(CC2)C)F |o1:18,20| rel-1-(5-(difluoromethyl)-1,3,4-thiadiazol-2-yl)-4-((2S,6R)-2-(hydroxymethyl)-6-methylmorpholino)-N-(1-methylcyclopropyl)-1H-benzo[d]imidazole-6-sulfonamide